N-((1r,4r)-4-(5-bromo-6-methoxy-2H-indazol-2-yl)cyclohexyl)-N-methylacetamide BrC1=CC2=CN(N=C2C=C1OC)C1CCC(CC1)N(C(C)=O)C